tert-butyl 4-(((3R)-3-((3-(2,6-dioxopiperidin-3-yl)-1-methyl-1H-indazol-6-yl)oxy)pyrrolidin-1-yl)methyl)piperidine-1-carboxylate O=C1NC(CCC1C1=NN(C2=CC(=CC=C12)O[C@H]1CN(CC1)CC1CCN(CC1)C(=O)OC(C)(C)C)C)=O